N-((6-(4-carbamoylphenyl)pyridin-3-yl)methyl)-6-hydroxy-2,5-dimethylpyrazolo[1,5-a]pyrido[3,2-e]pyrimidine-7-carboxamide C(N)(=O)C1=CC=C(C=C1)C1=CC=C(C=N1)CNC(=O)C1=C(C=2C(=NC=3N(C2N=C1)N=C(C3)C)C)O